N~2~-(6-methoxy-2-methyl-1,2,3,4-tetrahydroisoquinolin-7-yl)-N~7~-[(3-methyloxetan-3-yl)methyl]quinazoline-2,7-diamine COC=1C=C2CCN(CC2=CC1NC1=NC2=CC(=CC=C2C=N1)NCC1(COC1)C)C